C(#N)C(CC1C(NCCC1)=O)NC(=O)C1N(C2CC(C1CC2)(F)F)C(C(CC2CC2)NC=2C=NC=C(C2)C)=O N-(1-cyano-2-(2-oxopiperidin-3-yl)ethyl)-2-(3-cyclopropyl-2-((5-methylpyridin-3-yl)amino)propanoyl)-5,5-difluoro-2-azabicyclo[2.2.2]octane-3-carboxamide